[Na+].CC(=CC)S(=O)(=O)[O-] methyl-propenesulfonic acid sodium salt